C1(=CC=CC=C1)C1=CNC=2C(=N1)N=CC2C#N 3-phenyl-pyrrolo[2,3-b]Pyrazine-7-carbonitrile